C(C)C=C(C(=O)O)C.C1(=CC=CC=C1)O.C1(=CC=CC=C1)O bisphenol ethyl-methacrylate